N1(CCCC2=CC=CC=C12)C1=CC=C(N=N1)C1=C(C=C(C=C1C)C)O 2-[6-(3,4-dihydro-2H-quinolin-1-yl)pyridazin-3-yl]-3,5-dimethyl-phenol